hydroxyethyl-ethylenebisstearic acid amide OCCC(C(=O)N)CCCCCCCCCCCCCCCCCCCCCCCCCCCCCCCCCCCC(=O)N